BrC(C(=O)C=1C(=C(C=CC1)NC(C)=O)F)C1=NC(=NC=C1)Cl N-(3-(2-bromo-2-(2-chloropyrimidin-4-yl)acetyl)-2-fluOrophenyl)-acetamide